FCCCCCCCCF 1,8-difluorooctane